[(2,4-Difluorophenoxy)methyl]oxirane FC1=C(OCC2OC2)C=CC(=C1)F